lactoyl-sphingosine C(C(O)C)(=O)C(O)[C@H](N)[C@H](O)\C=C\CCCCCCCCCCCCC